C1C(CC2CCCCC12)CCC(=O)O 3-(octahydro-1H-inden-2-yl)propanoic acid